C1(CC1)OC=1C=CC(=C(N)C1)C(=O)N1CCC(CC1)C1=NNC2=NC=C(C=C21)C2CC2 5-cyclopropoxy-2-(4-{5-cyclopropyl-1H-pyrazolo[3,4-b]pyridin-3-yl}piperidine-1-carbonyl)aniline